C(C)(C)(C)OC(=O)N1CC(C(CC1)O)C(=O)O 1-(tert-butoxycarbonyl)-4-hydroxypiperidine-3-carboxylic acid